C(CCCCCCC)(=O)O.OCC(=O)[C@H](O)[C@@H](O)[C@H](O)CO sorbose monocaprylate